NC1=C2C(=NC=N1)N(N=C2C2=CC=C(C=C2)OC2=CC=CC=C2)[C@H]2CN(CCC2)C(=O)N2CCC(CC2)C2CCN(CC2)C=2C=C1C(N(C(C1=CC2)=O)C2C(NC(CC2)=O)=O)=O 5-(1'-((R)-3-(4-amino-3-(4-phenoxyphenyl)-1H-pyrazolo(3,4-d)pyrimidin-1-yl)piperidine-1-carbonyl)-(4,4'-bipiperidin)-1-yl)-2-(2,6-dioxopiperidin-3-yl)isoindoline-1,3-dione